FC(C)(F)C1=CC=CC(=N1)NC1=CC(=NC=C1C1=CC=C2C(=N1)OCC(O2)(C)C)NC(C)=O N-(4-((6-(1,1-difluoroethyl)pyridin-2-yl)amino)-5-(2,2-dimethyl-2,3-dihydro-[1,4]dioxino[2,3-b]pyridin-6-yl)pyridin-2-yl)acetamide